FC1=C(C=CC=C1)P(N(P(C1=CC(=CC=C1)[Si](CCCC)(CCCC)CCCC)C1=CC(=CC=C1)[Si](CCCC)(CCCC)CCCC)C)C1=C(C=CC=C1)F N-(bis(2-fluorophenyl)phosphaneyl)-N-methyl-1,1-bis(3-(tributylsilyl)phenyl)phosphanamine